((2R,3R)-3-(3,5-dimethoxy-4-methylphenyl)-3-hydroxy-2-phenethyloxypropyl)-2H-indazole-7-carboxylic acid COC=1C=C(C=C(C1C)OC)[C@H]([C@@H](CN1N=C2C(=CC=CC2=C1)C(=O)O)OCCC1=CC=CC=C1)O